(R)-1-(5,7-dichloro-8-fluoro-2-(methylthio)pyrido[4,3-d]pyrimidin-4-yl)-3-methylpiperidin-3-ol ClC1=NC(=C(C=2N=C(N=C(C21)N2C[C@@](CCC2)(O)C)SC)F)Cl